C(C)(C)(C)C1=NN(C(=C1)NC(=O)NC1=C(C=C(C=C1)OC1=NC=NC=2NC(C=NC12)=O)SC)C1=CC=CC=C1 1-(3-(tert-butyl)-1-phenyl-1H-pyrazol-5-yl)-3-(2-(methylthio)-4-((7-oxo-7,8-dihydropteridin-4-yl)oxy)phenyl)urea